C(O)(O)=O.CN(C)C trimethylamine carbonate